N-(2-carbamoyl-4,6-dichloro-phenyl)-2-(3-chloro-2-pyridyl)-5-iodo-pyrazole-3-carboxamide C(N)(=O)C1=C(C(=CC(=C1)Cl)Cl)NC(=O)C=1N(N=C(C1)I)C1=NC=CC=C1Cl